CC(C(=O)OCC(CC[C@@H]1C(NCC1)=O)=O)C 2-oxo-4-[(3S)-2-oxopyrrolidin-3-yl]Butyl 2-methylpropionate